4-((1-(3-(2,4-dioxotetrahydropyrimidin-1(2H)-yl)phenyl)piperidin-4-yl)methyl)piperazin O=C1N(CCC(N1)=O)C=1C=C(C=CC1)N1CCC(CC1)CN1CCNCC1